C12N(CC(CC1)CC2)CCS(=O)(=O)NC=2C=C(C(=NC2)C)NC(=O)C=2C=NN1C2SC(=C1)C=1C=NN(C1)C N-(5-((2-(2-azabicyclo[2.2.2]octan-2-yl)ethyl)sulfonamido)-2-methylpyridin-3-yl)-2-(1-methyl-1H-pyrazol-4-yl)pyrazolo[5,1-b]thiazole-7-carboxamide